(((3R,5S)-5-methylpyrrolidin-3-yl)oxy)-7H-pyrrolo[2,3-d]pyrimidin-2-amine C[C@H]1C[C@H](CN1)OC=1C2=C(N=C(N1)N)NC=C2